4,4'-((5-bromo-1,3-phenylene)bis(oxy))bis(nitrobenzene) BrC=1C=C(C=C(C1)OC1=CC=C(C=C1)[N+](=O)[O-])OC1=CC=C(C=C1)[N+](=O)[O-]